1-(3-chloro-2-methyl-5-nitrobenzyl)-N,N-dimethylpiperidin-4-amine ClC=1C(=C(CN2CCC(CC2)N(C)C)C=C(C1)[N+](=O)[O-])C